1-bromo-N,N-dimethyl-2-naphthylamine BrC1=C(C=CC2=CC=CC=C12)N(C)C